((cyclohexylmethyl)carbamoyl)-4-oxo-4h-chromene-8-carboxylic acid C1(CCCCC1)CNC(=O)C=1OC2=C(C=CC=C2C(C1)=O)C(=O)O